C(C1=CC=CC=C1)N1CC=2C(N=C3N(C2C(C1)(F)F)CCN3C3=CC=CC=C3)=O 7-Benzyl-9,9-difluoro-3-phenyl-2,3,6,7,8,9-hexahydroimidazo[1,2-a]pyrido[3,4-e]pyrimidin-5(1H)-one